2-(6-Chloro-4-(1-(((2,2-difluorocyclopropyl)methyl)amino)ethyl)pyridin-2-yl)-6-(3-((4-methyl-4H-1,2,4-triazol-3-yl)methyl)oxetan-3-yl)isoindolin-1-one ClC1=CC(=CC(=N1)N1C(C2=CC(=CC=C2C1)C1(COC1)CC1=NN=CN1C)=O)C(C)NCC1C(C1)(F)F